lead iodide methylammonium salt C[NH3+].[Pb](I)I